C(#N)C(C)(C1=CN=C(N1)C1=C(C=CC(=C1)OC=1C(=C2C=CNC2=CC1F)C)F)C=1C=C(C=CC1)CCC(=O)O 3-(3-(1-cyano-1-(2-(2-fluoro-5-((6-fluoro-4-methyl-1H-indol-5-yl)oxy)phenyl)-1H-imidazol-5-yl)ethyl)phenyl)propanoic acid